CSC([C@@H](C(=O)O)N)C(=O)O The molecule is a sulfur-containing amino acid that is L-aspartic acid substituted at position 3 by a methylthio group. It is a sulfur-containing amino acid, a L-aspartic acid derivative, a non-proteinogenic L-alpha-amino acid, an amino dicarboxylic acid, a C4-dicarboxylic acid and a methyl sulfide. It derives from a 3-thio-L-aspartic acid. It is a conjugate acid of a 3-methylthioaspartate(1-).